N-(4-(ethylsulfonyl)benzyl)-4-(pyrrolidin-3-yl)benzamide C(C)S(=O)(=O)C1=CC=C(CNC(C2=CC=C(C=C2)C2CNCC2)=O)C=C1